C(C)OC(C[C@@H](C=1C=C(C(=CC1)OC)C1=CC=CC=C1)NC(=O)NC=1C(N(C=CC1O)C)=O)=O (S)-3-(3-(4-hydroxy-1-methyl-2-oxo-1,2-dihydropyridin-3-yl)ureido)-3-(6-methoxybiphenyl-3-yl)propionic acid ethyl ester